1-(5-((4-(6-isopropylthieno[2,3-d]pyrimidin-4-yl)piperazin-1-yl)methyl)-1-oxoisoindolin-2-yl)dihydropyrimidine-2,4(1H,3H)-dione C(C)(C)C1=CC2=C(N=CN=C2N2CCN(CC2)CC=2C=C3CN(C(C3=CC2)=O)N2C(NC(CC2)=O)=O)S1